The molecule is a zwitterion obtained by transfer of a proton from the carboxylic acid group to the amino group of D-alanyl-(R)-lactic acid. The major species at pH 7.3. It is a tautomer of a D-alanyl-(R)-lactic acid. C[C@H](C(=O)O[C@H](C)C(=O)[O-])[NH3+]